C(#N)C1=CC=C(CNC(=O)C2=NN(C=3C(N(CCC32)CC3(CC3)S(=O)(=O)C(COCCN(C(OC(C)(C)C)=O)C)(C)C)=O)C)C=C1 tert-Butyl (2-(2-((1-((3-((4-cyanobenzyl)carbamoyl)-1-methyl-7-oxo-4,5-dihydro-1H-pyrazolo[3,4-c]pyridin-6(7H)-yl)methyl)cyclopropyl)sulfonyl)-2-methylpropoxy)ethyl)(methyl)carbamate